2,5-dimethyl-2H-pyrazol CN1N=C(C=C1)C